(S)-1-((5-Chloro-1-methyl-3-(5-methylisoxazol-3-yl)-1H-pyrazol-4-yl)methyl)-N-phenethylpiperidin-3-amine ClC1=C(C(=NN1C)C1=NOC(=C1)C)CN1C[C@H](CCC1)NCCC1=CC=CC=C1